(3-aminoazetidin-1-yl)ethan-1-one NC1CN(C1)C(C)=O